CC1=C(C(=CC(=C1)C(F)(F)F)C)NC1=NC=CC2=C1N=CN2CC(=O)NC 2-(4-((2,6-Dimethyl-4-(trifluoromethyl)phenyl)amino)-1H-imidazo[4,5-c]pyridin-1-yl)-N-methyl-acetamide